(S)-N-(4-Aminophenyl)-4-(6-((2-methoxy-12-oxo-6a,7,8,9,10,12-hexahydrobenzo[e]pyrido[1,2-a][1,4]diazepin-3-yl)oxy)hexan-amido)-1-methyl-1H-pyrrole-2-carboxamide NC1=CC=C(C=C1)NC(=O)C=1N(C=C(C1)NC(CCCCCOC=1C(=CC2=C(N=C[C@H]3N(C2=O)CCCC3)C1)OC)=O)C